C(C(C)C)C1=CC=C(C=C1)NC1=NC=C(C=N1)[N+](=O)[O-] N-(4-isobutylphenyl)-5-nitropyrimidin-2-amine